(S)-4-((2-phenoxyethyl)(4-(5,6,7,8-tetrahydro-1,8-naphthyridin-2-yl)butyl)amino)-2-(3-phenyloxetane-3-carboxamido)butanoic acid O(C1=CC=CC=C1)CCN(CC[C@@H](C(=O)O)NC(=O)C1(COC1)C1=CC=CC=C1)CCCCC1=NC=2NCCCC2C=C1